BrCC1(CC1)NC(C1=NC(=C(C=C1)N1CCN(CC1)CC1=CC=2C3=C(N(C(NC3=C1F)=O)CC)N=CN2)C)=O N-(1-(bromomethyl)cyclopropyl)-5-(4-((3-ethyl-9-fluoro-2-oxo-2,3-dihydro-1H-pyrimido[4,5,6-de]quinazolin-8-yl)methyl)piperazin-1-yl)-6-methylpicolinamide